FC=1C=C2C(CCNC2=CC1)=O 6-Fluoro-2,3-dihydroquinolin-4-one